nitrogen phenylglycine NC(C1=CC=CC=C1)C(=O)O.[N]